ethyl 3-(3-{[6-(benzyloxy)-5-chloro-2,2-dioxo-2H-1,2λ6,3-benzoxathiazin-3(4H)-yl]methyl}-4-methylphenyl)-3-(1-{2-[2-(benzyloxy)ethoxy]ethyl}-4-methyl-1H-benzotriazol-5-yl)propanoate C(C1=CC=CC=C1)OC=1C=CC2=C(CN(S(O2)(=O)=O)CC=2C=C(C=CC2C)C(CC(=O)OCC)C2=C(C3=C(N(N=N3)CCOCCOCC3=CC=CC=C3)C=C2)C)C1Cl